BrC=1C=C(O[C@H]2C[C@H](N(C2)C2=C3C(=NC=N2)N(N=C3)C3=C(C=C(C=C3)F)F)C(=O)N3[C@@H](CN(CC3)C(=O)OCC3=CC=CC=C3)C(=O)OC)C=CC1 O1-benzyl O3-methyl (3S)-4-[(2S,4S)-4-(3-bromophenoxy)-1-[1-(2,4-difluorophenyl)pyrazolo[3,4-d]pyrimidin-4-yl]pyrrolidine-2-carbonyl]piperazine-1,3-dicarboxylate